C(#N)C=1C(=C(C=CC1)OB(O)O)F (3-cyano-2-fluorophenyl)boric acid